(R)-7-fluoro-5-oxa-2-azaspiro[3.5]nonane hydrochloride Cl.F[C@H]1COC2(CNC2)CC1